C1(CC1)C=1N=NN(C1CO[C@H]1[C@@H]2CN([C@H](C1)C2)C2=C(C=C(C=C2)CCC(=O)OCC)F)C2=C(C=CC=C2Cl)Cl ethyl 3-[4-[(1S,4S,5R)-5-[[4-cyclopropyl-1-(2,6-dichlorophenyl)-1H-1,2,3-triazol-5-yl]methoxy]-2-azabicyclo[2.2.1]heptan-2-yl]-3-fluorophenyl]propanoate